4-hydroxy-7-methoxyquinolin-2(1H)-one OC1=CC(NC2=CC(=CC=C12)OC)=O